C(C)(=O)OC[C@H]1O[C@H]([C@@H](C[C@H]1OC(C)=O)OC(C)=O)OC1=CC=C2C(=CC(OC2=C1)=O)C [(2R,3R,5R,6S)-3,5-diacetoxy-6-(4-methyl-2-oxo-chromen-7-yl)oxy-tetrahydropyran-2-yl]methyl acetate